N5-(4-(chlorodifluoromethoxy)phenyl)-1-isopropyl-N2-methyl-7-(pyrimidin-5-yl)indoline-2,5-dicarboxamide ClC(OC1=CC=C(C=C1)NC(=O)C=1C=C2CC(N(C2=C(C1)C=1C=NC=NC1)C(C)C)C(=O)NC)(F)F